3-amino-N-{2-[3-amino-4-(1,1-difluoro-2-methoxyethyl)pyrrolidin-1-yl]-4-fluoro-5,6,7,8-tetrahydroquinolin-6-yl}-6-methylthieno[2,3-b]pyridine-2-carboxamide NC1=C(SC2=NC(=CC=C21)C)C(=O)NC2CC=1C(=CC(=NC1CC2)N2CC(C(C2)C(COC)(F)F)N)F